C12(CC3CC(CC(C1)C3)C2)S(=O)(=O)C=2N=CC3=C(N2)CCN(C3=O)CCC(=O)OC(C)(C)C tert-butyl 3-(2-(1-adamantylsulfonyl)-5-oxo-7,8-dihydropyrido[4,3-d]pyrimidin-6(5H)-yl)propanoate